C(C=C)[Si](OC)(OC)Br allylbromodimethoxysilane